ClC=1C=C(C=C(C1OC=1C=C2CCN(C(C2=CC1)=O)C=1C=NC=CC1)Cl)N1N=C(C(NC1=O)=O)C(=O)O 2-(3,5-dichloro-4-((1-oxo-2-(pyridin-3-yl)-1,2,3,4-tetrahydroisoquinoline-6-Yl)oxy)phenyl)-3,5-dioxo-2,3,4,5-tetrahydro-1,2,4-triazine-6-carboxylic acid